N(O)=C1C(NC(NC1=O)=O)=O 5-oximinobarbituric acid